2-(2-{[1-(3-chloro(2-pyridyl))-isopropyl]amino}pyrimidin-5-yl)-1,3-oxazole-4-carboxamide ClC=1C(=NC=CC1)C(C)(C)NC1=NC=C(C=N1)C=1OC=C(N1)C(=O)N